C(CCCCCCC)C=1C(C1)C(=O)O 2-octylcycloprop-2-ene-1-carboxylic acid